3-methoxy-pyrazol COC1=NNC=C1